C1(=C(C=CC=C1)NC(=O)[C@@H]1CC[C@H]2N1C([C@H](CN(CC2)C(CC2=CC=CC=C2)=O)NC(=O)C=2NC1=CC=C(C=C1C2)C(F)(F)P(O)(O)=O)=O)C2=CC=CC=C2 ((2-(((5S,8S,10aR)-8-([1,1'-biphenyl]-2-ylcarbamoyl)-6-oxo-3-(2-phenyl-acetyl)decahydro-pyrrolo[1,2-a][1,5]diazocin-5-yl)carbamoyl)-1H-indol-5-yl)difluoro-methyl)phosphonic acid